CC([O-])CC.CC([O-])CC.CC([O-])CC.[Al+3] aluminum tris(sec-butoxide)